acryloxyheptadecyldibromomethylsilane C(C=C)(=O)OCCCCCCCCCCCCCCCCC[SiH2]C(Br)Br